trifluoroethyl iodide FC(CI)(F)F